N-(3,4-dimethoxyphenyl)-1H-1,2,4-triazole-3-carboxamide COC=1C=C(C=CC1OC)NC(=O)C1=NNC=N1